O=C1N(CC2=CC(=CC=C12)O[C@@H]1[C@@H](CCCC1)N1CC(C1)C1=CC=NC=C1)C1C(NC(CC1)=O)=O 3-(1-oxo-5-(((1S,2R)-2-(3-(pyridin-4-yl)azetidin-1-yl)cyclohexyl)oxy)isoindolin-2-yl)piperidine-2,6-dione